CS(=O)(=O)OCC=1C=NC=C(C1F)NC1C(NC(CC1)=O)=O (5-((2,6-dioxopiperidin-3-yl)amino)-4-fluoropyridin-3-yl)methyl methanesulfonate